NC1=NC(N(C2=CC(=CC=C12)C(C)(C)F)C=1C(=NC=CC1)C)=O 4-amino-7-(2-fluoropropan-2-yl)-1-(2-methylpyridin-3-yl)quinazolin-2-one